O=C1NC(CCC1N1C(C2=CC=C(C(=C2C1)F)CN1CCCCC1)=O)=O 1-((2-(2,6-dioxopiperidin-3-yl)-4-fluoro-1-oxoisoindoline-5-yl)methyl)piperidine